BrC1=CC2=C(C(NS2(=O)=O)(C)C)C=C1 6-bromo-3,3-dimethyl-2,3-dihydrobenzo[d]isothiazole 1,1-dioxide